4-(3-fluoro-4-methylpyridin-2-yl)-6-methoxypyrimidine FC=1C(=NC=CC1C)C1=NC=NC(=C1)OC